(S)-3-(4-cyanophenyl)butyraldehyde C(#N)C1=CC=C(C=C1)[C@H](CC=O)C